3-methyl-6-(trifluoromethyl)-3H-imidazo[4,5-b]Pyridine CN1C=NC=2C1=NC=C(C2)C(F)(F)F